tert-butyl [(19S)-10,19-diethyl-19-hydroxy-14,18-dioxo-17-oxa-3,13-diazapentacyclo[11.8.0.02,11.04,9.015,20]henicosa-1(21),2,4(9),5,7,10,15(20)-heptaen-7-yl] carbonate C(OC(C)(C)C)(OC=1C=CC=2N=C3C4=CC=5[C@@](C(OCC5C(N4CC3=C(C2C1)CC)=O)=O)(O)CC)=O